12-((4-sulfophenyl)thio)dodecanoic acid S(=O)(=O)(O)C1=CC=C(C=C1)SCCCCCCCCCCCC(=O)O